C(=O)(O)C1=C(C(=C(C=C1)S(=O)(=O)[O-])C)C.[Na+].BrC1=CC=C(C2=C1N(C(N2COCC[Si](C)(C)C)=O)C)F 7-bromo-4-fluoro-1-methyl-3-(2-trimethylsilylethoxymethyl)benzimidazol-2-one sodium carboxydimethylbenzenesulfonate